FC(C(=O)[O-])(F)F.[NH3+]CCCCCCN1/C(/SC2=C1C=CC=C2)=C/C=C/C2=CC=[N+](C1=CC=CC=C21)CC mono(4-((1E,3Z)-3-(3-(6-ammoniohexyl)benzo[d]thiazol-2(3H)-ylidene)prop-1-enyl)-1-ethylquinolinium) mono(2,2,2-trifluoroacetate)